[Ag].C(CC)SSSCCC propyl trisulfide silver